tert-butyl (4-(3-((4-methyl-3-(trifluoromethyl) phenyl)carbamoyl) pyridin-2-yl)phenyl)carbamate CC1=C(C=C(C=C1)NC(=O)C=1C(=NC=CC1)C1=CC=C(C=C1)NC(OC(C)(C)C)=O)C(F)(F)F